C(C)(C)(C)OC(=O)N1C[C@H]([C@H](C1)N(C)C)C(=O)O |r| rac-(3R,4R)-1-(tert-butoxycarbonyl)-4-(dimethylamino)pyrrolidine-3-carboxylic acid